tert-butyl 4-(1-ethoxyvinyl)-5-fluoro-1H-pyrrolo[2,3-b]pyridine-1-carboxylate C(C)OC(=C)C1=C2C(=NC=C1F)N(C=C2)C(=O)OC(C)(C)C